tris(pyridin-4-yl)prop-2-en-1-one N1=CC=C(C=C1)C=C(C(=O)C1=CC=NC=C1)C1=CC=NC=C1